COC1O[C@@H]([C@H]2OC(O[C@H]21)(C)C)CC(=O)N(C)C 2-[(3aR,6R,6aR)-4-methoxy-2,2-dimethyl-3a,4,6,6a-tetrahydrofuro[3,4-d][1,3]-dioxol-6-yl]-N,N-dimethyl-acetamide